4-[3-(4-Chlorophenyl)-5-[4-(4-chlorophenyl)-2-oxo-1H-1,8-naphthyridin-3-yl]-3,4-dihydropyrazol-2-yl]-3,3-difluoro-4-oxo-butanoic acid ClC1=CC=C(C=C1)C1N(N=C(C1)C=1C(NC2=NC=CC=C2C1C1=CC=C(C=C1)Cl)=O)C(C(CC(=O)O)(F)F)=O